FC(F)(F)N1C(C1)C(=O)O (trifluoromethyl)aziridine-2-carboxylic acid